O=C1N(CCC(N1)=O)N1C(C2=CC(=CC(=C2C1=O)F)N1CCNCC1)=O 2-(2,4-Dioxotetrahydropyrimidin-1(2H)-yl)-4-fluoro-6-(piperazin-1-yl)isoindoline-1,3-dione